2-(3,5-dichloro-4-((4-methyl-2-(4-methylcyclohexyl)quinoline-6-yl)oxy)phenyl)-3,5-dioxo-2,3,4,5-tetrahydro-1,2,4-triazine-6-carbonitrile ClC=1C=C(C=C(C1OC=1C=C2C(=CC(=NC2=CC1)C1CCC(CC1)C)C)Cl)N1N=C(C(NC1=O)=O)C#N